CC(C(=O)OCC)(C(C(=O)OCC)(C)C)C diethyl 2,2,3,3-tetramethylsuccinate